2-(2-bromoethoxy)ethyl (R)-2-((7-(but-2-yn-1-yl)-8-(3-((tert-butoxycarbonyl)amino)piperidin-1-yl)-3-methyl-2,6-dioxo-2,3,6,7-tetrahydro-1H-purin-1-yl)methyl)-5-chlorobenzoate C(C#CC)N1C(=NC=2N(C(N(C(C12)=O)CC1=C(C(=O)OCCOCCBr)C=C(C=C1)Cl)=O)C)N1C[C@@H](CCC1)NC(=O)OC(C)(C)C